C(C)OC(=O)C1=CC=2N(C=C1)C=NN2 [1,2,4]Triazolo[4,3-a]pyridine-7-carboxylic acid ethyl ester